(4-((2-(difluoromethyl)pyridin-4-yl)oxy)-3-fluorophenyl)methanol FC(C1=NC=CC(=C1)OC1=C(C=C(C=C1)CO)F)F